(5-amino-2-methylpyridin-3-yl)-2-(6,7-dihydro-4H-pyrazolo[5,1-c][1,4]oxazin-3-yl)pyrazolo[5,1-b]thiazole-7-carboxamide NC=1C=C(C(=NC1)C)C=1N2C(SC1C=1C=NN3C1COCC3)=C(C=N2)C(=O)N